6-fluoro-2-methyl-quinoline FC=1C=C2C=CC(=NC2=CC1)C